tert-butyl (4R)-4-aminoazepan-1-carboxylate N[C@H]1CCN(CCC1)C(=O)OC(C)(C)C